(3-(3-aminophenyl)prop-2-yn-1-yl)carbamic acid tert-butyl ester C(C)(C)(C)OC(NCC#CC1=CC(=CC=C1)N)=O